OP(O)(=O)OP(=O)(O)O.C[C@@H]1CN(C[C@@H](O1)C)C1=CC=C(C=N1)C1=C(C(=C(C=C1)C1=CC=C(C=C1)OC(F)(F)F)C)C(=O)N [6-[(2r,6s)-2,6-dimethyl-4-morpholinyl]-3-pyridinyl]-2-methyl-4'-(trifluoromethoxy)-[1,1'-biphenyl]-3-carboxamide diphosphate